2-amino-4,6-dichlorotriazine C1(=NC(=NC(=N1)Cl)Cl)N